Lithium bis(difluoromalonate) borate B([O-])(O)O.FC(C(=O)O)(C(=O)O)F.FC(C(=O)O)(C(=O)O)F.[Li+]